2-(2-mercaptoethylthio)propan-1,3-dithiol SCCSC(CS)CS